6-[2-[[1-[2-(aminomethyl)-3,3-difluoro-allyl]-5-oxo-1,2,4-triazol-4-yl]methyl]benzothiophen-6-yl]-8-methyl-3,4-dihydro-1H-quinolin-2-one NCC(CN1N=CN(C1=O)CC=1SC2=C(C1)C=CC(=C2)C=2C=C1CCC(NC1=C(C2)C)=O)=C(F)F